di(tetrafluoroundecanoyl) peroxide FC(C(=O)OOC(C(CCCCCCCCC(F)(F)F)F)=O)CCCCCCCCC(F)(F)F